N-ethyl-N-(methoxymethyl)ethylamine C(C)N(COC)CC